C(CC)SCSC1=C(C#N)C=CC=N1 2-(((propylthio)methyl)thio)nicotinonitrile